Tris(2-carboxyethyl)phosphine HCl Cl.C(=O)(O)CCP(CCC(=O)O)CCC(=O)O